2-amino-3-carboxyl-quinoline NC1=NC2=CC=CC=C2C=C1C(=O)O